[N+](=O)([O-])C1=CC(=C(CCN)C=C1OC)OC 4-Nitro-2,5-dimethoxyphenethylamine